[In]=[Te] indium-telluride